[1-[[4-[1-(2,6-dichlorophenyl) azetidin-3-yl] phenyl] methyl]-3-methyl-azetidin-3-yl] acetate C(C)(=O)OC1(CN(C1)CC1=CC=C(C=C1)C1CN(C1)C1=C(C=CC=C1Cl)Cl)C